O=C1C=2N=CC=NC2C(C2=C1SC(=C2)C(=O)O)=O 5,9-dioxo-5,9-dihydrothieno[2,3-g]quinoxaline-7-carboxylic acid